2-(3-methoxy-4-((4-methoxybenzyl)oxy)benzyl)pyridine-2,3-diamine COC=1C=C(CC2(NC=CC=C2N)N)C=CC1OCC1=CC=C(C=C1)OC